(1R,8S,9s)-Bicyclo[6.1.0]non-4-yn-9-ylmethyl (4-nitrophenyl) carbonate C(OCC1[C@H]2CCC#CCC[C@@H]12)(OC1=CC=C(C=C1)[N+](=O)[O-])=O